FCC(CN(CCC(C(=O)O)NC(=O)C1(CC1)C=1C(=NC=C(C1)F)OC)CCCCC1=NC=2NCCCC2C=C1)OC 4-[[3-fluoro-2-methoxy-propyl]-[4-(5,6,7,8-tetrahydro-1,8-naphthyridin-2-yl)butyl]amino]-2-[[1-(5-fluoro-2-methoxy-3-pyridyl)cyclopropanecarbonyl]amino]butanoic acid